1-[4-[4-amino-6-(methoxymethyl)-7-(morpholin-4-ylmethyl)pyrrolo[2,1-f][1,2,4]triazin-5-yl]-2-fluorophenyl]-3-[2-fluoro-5-(trifluoromethyl)phenyl]urea NC1=NC=NN2C1=C(C(=C2CN2CCOCC2)COC)C2=CC(=C(C=C2)NC(=O)NC2=C(C=CC(=C2)C(F)(F)F)F)F